NC1=NC=C(C(=N1)N)OC=1C(=CC(=C(C1)C1=CC(=CC=C1)C#N)OC)C(C)C 5'-(2,4-Diamino-pyrimidin-5-yloxy)-4'-isopropyl-2'-methoxy-biphenyl-3-carbonitrile